1-(1-(4-(2,6-dioxopiperidin-3-yl)-3,5-difluorophenyl)azetidin-3-yl)-3-(3-phenylbicyclo[1.1.1]pentan-1-yl)urea O=C1NC(CCC1C1=C(C=C(C=C1F)N1CC(C1)NC(=O)NC12CC(C1)(C2)C2=CC=CC=C2)F)=O